C1(=CC=CC=C1)[C@H]1N(OCC1)C1=NC(=NC=C1C(F)(F)F)NC=1SC=2CN(CCC2N1)C(=O)OC(C)(C)C tert-butyl (S)-2-((4-(3-phenylisooxazolidin-2-yl)-5-(trifluoromethyl)pyrimidin-2-yl)amino)-6,7-dihydrothiazolo[5,4-c]pyridine-5(4H)-carboxylate